1,4'-dimethylbiphenyl CC1(CC=CC=C1)C1=CC=C(C=C1)C